NC1=CC=C(N=N1)C(=O)N[C@@H]1C([C@H](C1(C)C)OC1=CC(=C(C=C1)C#N)Cl)(C)C trans-6-Amino-N-[3-(3-chloro-4-cyanophenoxy)-2,2,4,4-tetramethylcyclobutyl]pyridazine-3-carboxamide